(2S)-1-[6-[2-[5-(2-aminoethyl)pyrimidin-2-yl]-5-cyanophenoxy]-2-methylpyrimidin-4-yl]pyrrolidine-2-carbonitrile NCCC=1C=NC(=NC1)C1=C(OC2=CC(=NC(=N2)C)N2[C@@H](CCC2)C#N)C=C(C=C1)C#N